(E)-4-(dimethylamino)-1-(4-(3-((4-phenoxyphenyl)amino)-1,4,5,6,8-pentazaacenaphthylen-5(1H)-yl)piperidin-1-yl)but-2-en-1-one CN(C/C=C/C(=O)N1CCC(CC1)N1N=C(C2=CNC=3N=CN=C1C32)NC3=CC=C(C=C3)OC3=CC=CC=C3)C